ClCC=1OC2=C(C(C1)=O)C=CC=C2 2-(chloromethyl)-4H-benzopyran-4-one